tert-butyl 7-(5-fluoro-9-oxo-xanthen-3-yl)-2,7-diazaspiro[3.4]octane-2-carboxylate FC1=C2OC=3C=C(C=CC3C(C2=CC=C1)=O)N1CCC2(CN(C2)C(=O)OC(C)(C)C)C1